SC(C(=O)O)=C.SC(C(=O)O)=C.SC(C(=O)O)=C.C(O)C(CC)(CO)CO trimethylolpropane tris(mercapto acrylate)